2-methyl-6-[3-(piperazin-1-yl)-1,2,4-triazin-6-yl]-1,3-benzoxazol-5-ol CC=1OC2=C(N1)C=C(C(=C2)C2=CN=C(N=N2)N2CCNCC2)O